acetylmethyl taurate NCCS(=O)(=O)OCC(C)=O